[Cl-].[Cl-].C(C)(C)[Zr+2]C1C=C(C=C1)C isopropyl-(3-methylcyclopentadienyl)zirconium dichloride